3-benzyl-1-(trans-4-((5-cyano-4-((3-fluoro-propyl)amino)-pyrimidin-2-yl)amino)-cyclohexyl)-1-(5-(1-methyl-1H-pyrazol-4-yl)pyridin-2-yl)urea C(C1=CC=CC=C1)NC(N(C1=NC=C(C=C1)C=1C=NN(C1)C)[C@@H]1CC[C@H](CC1)NC1=NC=C(C(=N1)NCCCF)C#N)=O